4-bromo-5-({4-[(6-oxo-1H-pyridin-2-yl)amino]cyclohexyl}amino)furo[2,3-c]pyridine-2-carbonitrile BrC1=C2C(=CN=C1NC1CCC(CC1)NC=1NC(C=CC1)=O)OC(=C2)C#N